1-(6-ethoxy-2,3-difluorobenzyl)piperazine 4-chloro-1-((2S)-2-methyl-4-(methyl-(2-(pyrrolidin-1-yl)-4-(trifluoromethyl)benzyl)amino)piperidine-1-carbonyl)-1H-pyrazole-3-carboxylate ClC=1C(=NN(C1)C(=O)N1[C@H](CC(CC1)N(CC1=C(C=C(C=C1)C(F)(F)F)N1CCCC1)C)C)C(=O)O.C(C)OC1=CC=C(C(=C1CN1CCNCC1)F)F